3-[(6-formyl-1,4-dimethyl-6,7-dihydro-5H-cyclopenta[c]pyridin-3-yl)oxymethyl]azetidine-1-carboxylic acid tert-butyl ester C(C)(C)(C)OC(=O)N1CC(C1)COC1=C(C2=C(C(=N1)C)CC(C2)C=O)C